C(C)(C)(C)NC(C(=O)N1[C@@H]([C@@H]2[C@H](C1)CCC2)C(=O)N[C@@H](C[C@H]2C(NCC2)=O)C(CO)=O)=O (1S,3aR,6aS)-2-(2-(tert-butylamino)-2-oxoacetyl)-N-((S)-4-hydroxy-3-oxo-1-((S)-2-oxopyrrolidin-3-yl)butan-2-yl)octahydrocyclopenta[c]pyrrole-1-carboxamide